C(C)(C)(C1=CC=CC=C1)C1=C(C(=CC(=C1)C(C)(C)C1=CC=CC=C1)C(C)(C)C1=CC=CC=C1)O 2,4,6-triscumylphenol